Tert-butyl carbamate trifluoroacetate FC(C(=O)O)(F)F.C(N)(OC(C)(C)C)=O